FC1(CC(C1)N1N=CC(=C1)S(=O)(=O)N)F 1-(3,3-difluorocyclobutyl)pyrazole-4-sulfonamide